C1=CC=CC23C4(C=CC=CC4=CC=C12)C3 cyclopropa[e]phenanthrene